4-nitrophenyl (4-{[(tert-butoxycarbonyl)amino]methyl}phenyl)carbamate C(C)(C)(C)OC(=O)NCC1=CC=C(C=C1)NC(OC1=CC=C(C=C1)[N+](=O)[O-])=O